(S)-3-(4-((3S,4S)-3,4-bis(((1S,2R)-2-phenylcyclopropyl)carbamoyl)pyrrolidine-1-carbonyl)benzamido)-2-heptanamidopropanoic acid C1(=CC=CC=C1)[C@@H]1[C@H](C1)NC(=O)[C@@H]1CN(C[C@H]1C(N[C@@H]1[C@H](C1)C1=CC=CC=C1)=O)C(=O)C1=CC=C(C(=O)NC[C@@H](C(=O)O)NC(CCCCCC)=O)C=C1